phenethyl (3R,6S)-3,6-bis(4-hydroxybenzyl)-8-((S)-4-methyl-1-oxo-1-(phenethylamino)pentan-2-yl)-4,7-dioxohexahydropyrazino[2,1-c][1,2,4]oxadiazine-1(6H)-carboxylate OC1=CC=C(C[C@@H]2C(N3C(N(O2)C(=O)OCCC2=CC=CC=C2)CN(C([C@@H]3CC3=CC=C(C=C3)O)=O)[C@H](C(NCCC3=CC=CC=C3)=O)CC(C)C)=O)C=C1